2-[5-bromo-2-(4-morpholin-4-ylphenylamino)-pyrimidin-4-ylamino]-thiophene-3-carboxylic acid methyl ester COC(=O)C1=C(SC=C1)NC1=NC(=NC=C1Br)NC1=CC=C(C=C1)N1CCOCC1